ClC=1C(=C(C(=CC1N1C[C@](CC1)(C)N(C(C)C)C(C)C)F)S(=O)(=O)N(C1=NC(=CC=C1)F)CC1=C(C=C(C=C1)OC)OC)F (R)-3-chloro-4-(3-(diisopropylamino)-3-methylpyrrolidin-1-yl)-N-(2,4-dimethoxybenzyl)-2,6-difluoro-N-(6-fluoropyridin-2-yl)benzenesulfonamide